3-(5-((Cyclohexylamino)methyl)-1-oxoisoindolin-2-yl)piperidine-2,6-dione C1(CCCCC1)NCC=1C=C2CN(C(C2=CC1)=O)C1C(NC(CC1)=O)=O